OCCN(CCO)CCO tri(2-hydroxyethyl)ammonia